NC1C(CCC1)C1=CC=C(C=C1)C=1C=2C3=C(C(NC2C(=CC1O)SC)=O)SC=C3 9-(4-(2-aminocyclopentyl)phenyl)-8-hydroxy-6-methylthio-thieno[2,3-c]quinolin-4(5H)-one